5'-bromospiro[cyclobutane-1,3'-indolin]-2'-one BrC=1C=C2C3(C(NC2=CC1)=O)CCC3